C(=O)C=1C=CC(=C(C1)C1=CC=CC=C1)N1CCN(CC1)C(=O)OC(C)(C)C tert-Butyl 4-(5-formyl-[1,1'-biphenyl]-2-yl)piperazine-1-carboxylate